5-bromo-4-(5-cyclopropyl-1,3,4-oxadiazol-2-yl)-1-(2,5-difluoro-4-methylbenzyl)-1,3-dihydro-2H-benzo[b]azepin-2-one BrC=1C2=C(N(C(CC1C=1OC(=NN1)C1CC1)=O)CC1=C(C=C(C(=C1)F)C)F)C=CC=C2